Cl.FC1=NC(=CC=C1OC1CC(C1)NCC1=C2C=CN=CC2=CC=C1F)C(F)(F)F (1r,3r)-3-((2-fluoro-6-(trifluoromethyl)pyridin-3-yl)oxy)-N-((6-fluoroisoquinolin-5-yl)methyl)cyclobutane-1-amine hydrochloride